C1(=CC(=CC=C1)CNC(=O)N1CCC2(C(C2)CNC(=O)C2=CC=3C(=CN=CC3)O2)CC1)C N-[[6-(m-tolylmethylcarbamoyl)-6-azaspiro[2.5]octan-2-yl]methyl]furo[2,3-c]pyridine-2-carboxamide